N-(5-(azetidin-3-ylamino)-2-methylphenyl)-2-(6-chloro-2-((4-fluorobenzyl)thio)-4H-Imidazo[4,5-b]pyridin-4-yl)butanamide N1CC(C1)NC=1C=CC(=C(C1)NC(C(CC)N1C=2C(=CC(=C1)Cl)N=C(N2)SCC2=CC=C(C=C2)F)=O)C